ClC1=CC=C(C=C1)NC(COC1=CC=C(C=C1)C1=NC2=C(N1)C=CC(=C2)N2C(C1=CC=C(C=C1C2)N2CCCCC2)=O)=O N-(4-chlorophenyl)-2-(4-(5-(1-oxo-5-(piperidin-1-yl)-1,3-dihydro-2H-isoindol-2-yl)-1H-benzimidazol-2-yl)phenoxy)acetamide